C(C)(C)(C)OC(NCCC1=CC=C(C=C1)O)=O 4-hydroxyphenylethylcarbamic acid tert-butyl ester